6'-(sulfooxy)-2',3'-dihydrospiro[cyclohexane-1,1'-indene]-4-carboxylate S(=O)(=O)(O)OC1=CC=C2CCC3(C2=C1)CCC(CC3)C(=O)[O-]